butyl-5-(3-ethylphenyl)-4-hydroxy-3-{5-[(2-methyl-1,3-thiazol-4-yl)methyl]-1,3,4-oxadiazol-2-yl}-1,2-dihydropyridin-2-one C(CCC)N1C(C(=C(C(=C1)C1=CC(=CC=C1)CC)O)C=1OC(=NN1)CC=1N=C(SC1)C)=O